2-(2,3-Dihydro-1H-inden-1-ylidene)malononitrile C1(CCC2=CC=CC=C12)=C(C#N)C#N